(7-phenoxy-3,4-dihydro-2H-1-benzopyran-4-yl)methylamine O(C1=CC=CC=C1)C1=CC2=C(C(CCO2)CN)C=C1